tert-butyl (3S)-3-(2-(7-chloro-4-ethyl-1-oxo-3,4-dihydro-2,6-naphthyridin-2(1H)-yl)-1-hydroxyethyl)-3,4-dihydroisoquinoline-2(1H)-carboxylate ClC1=NC=C2C(CN(C(C2=C1)=O)CC(O)[C@H]1N(CC2=CC=CC=C2C1)C(=O)OC(C)(C)C)CC